FC1(CCN(CC1)C1CCC(CC1)N1C(NC2=C1C=C(C(=C2)C=2C=C(C=1N(C2)N=CN1)OC)C(C)C)=O)F 1-(4-(4,4-difluoropiperidin-1-yl)cyclohexyl)-6-isopropyl-5-(8-methoxy-[1,2,4]triazolo[1,5-a]pyridin-6-yl)-1,3-dihydro-2H-benzo[d]imidazol-2-one